(R)-1-(6-methoxypyridin-3-yl)-N-((1-((6-morpholinopyridin-3-yl)sulfonyl)piperidin-3-yl)methyl)methanamine COC1=CC=C(C=N1)CNC[C@@H]1CN(CCC1)S(=O)(=O)C=1C=NC(=CC1)N1CCOCC1